C(C)(=O)OC1=C(C=CC=C1C1=NC=CC=C1)N1C2=CC=CC=C2C=2C=CC=NC12 9-(2-acetoxy-3-(pyridin-2-yl)phenyl)-1-azacarbazole